N-((S)-3-(3,4-dihydroisoquinolin-2(1H)-yl)-2-hydroxypropyl)-6-(3-fluoropyrrolidin-1-yl)imidazo[1,2-a]pyridine-2-carboxamide C1N(CCC2=CC=CC=C12)C[C@H](CNC(=O)C=1N=C2N(C=C(C=C2)N2CC(CC2)F)C1)O